FC(C=1C=C(C=CC1)C1=CC=CC=C1)(F)F 3-(trifluoromethyl)-[1,1'-biphenyl]